ClC1=C(C=CC=C1)N1C=2N(C3=C(C1=O)C=NC(=N3)NC=3C=C1CCN(C1=CC3)CCN(C)C)C=CN2 6-(2-chlorophenyl)-2-({1-[2-(dimethylamino)ethyl]-2,3-dihydro-1H-indol-5-yl}amino)imidazo[1,2-a]pyrimido[5,4-e]pyrimidin-5(6H)-one